3-ethyl-3-methoxy-1,5-dimethyl-8-[[(1R)-1-[3-(1,1-difluoro-2-hydroxy-2-methyl-propyl)-2-fluoro-phenyl]ethyl]amino]pyrrolo[2,3-g]phthalazin-2-one C(C)C1(C(N(C2=CC=3C(=NN=C(C3C=C21)C)N[C@H](C)C2=C(C(=CC=C2)C(C(C)(C)O)(F)F)F)C)=O)OC